C(C)(=O)NC1C[C@H]2CC[C@@H](C1)N2C(C(F)(F)C=2C=C(C(=O)NC1=CC(=C(C=C1)F)C)C=CC2F)=O 3-(2-((1R,3r,5S)-3-acetamido-8-azabicyclo[3.2.1]octan-8-yl)-1,1-difluoro-2-oxoethyl)-4-fluoro-N-(4-fluoro-3-methylphenyl)benzamide